(Z)-3-(2-methyl-4-(trifluoromethoxy)benzylidene)-6-nitroisobenzofuran-1(3H)-one CC1=C(\C=C\2/OC(C3=CC(=CC=C23)[N+](=O)[O-])=O)C=CC(=C1)OC(F)(F)F